C1(=CC=CC=C1)[Si](OCCCC)(OCCCC)OCCCC phenyltri(butoxy)silane